4,5-dibromo-2,3-dichlorothiophene BrC=1C(=C(SC1Br)Cl)Cl